8-aza-9-palladatricyclo[8.4.0.0^2,7]tetradeca-1(14),2,4,6,10,12-hexaene C=12C3=CC=CC=C3N[Pd]C2=CC=CC1